N'-((5-fluoro-2-methyl-2,4,5,6-tetrahydro-1H-cyclobuta[f]inden-3-yl)carbamoyl)-6,6-dimethyl-6,7-dihydro-5H-pyrazolo[5,1-b][1,3]oxazine-3-sulfonimidamide FC1CC=2C(=C3C(=CC2C1)CC3C)NC(=O)N=S(=O)(N)C=3C=NN1C3OCC(C1)(C)C